COC1=CC=C(C=C1)C1=CC(=NN1C1=CC=CC=C1)OCC(=O)OCC ethyl {[5-(4-methoxyphenyl)-1-phenyl-1H-pyrazol-3-yl]oxy}acetate